COC1=C(C(=C(C2=CC=CC=C12)OC)C)CC1=NC=C(C#N)C=C1 6-((1,4-dimethoxy-3-methylnaphthalen-2-yl)methyl)nicotinonitrile